ClN1N=C(C=2C1=NC(=CC2)C(F)F)C chloro-6-(difluoromethyl)-3-methyl-1H-pyrazolo[3,4-b]Pyridine